2-(4-(4-(2-carboxyphenylcarbamoyl)phenoxy)benzamido)benzoic acid C(=O)(O)C1=C(C=CC=C1)NC(=O)C1=CC=C(OC2=CC=C(C(=O)NC3=C(C(=O)O)C=CC=C3)C=C2)C=C1